4-((7-(2-(1H-Imidazole-1-yl)acetyl)-2-((4-cyanophenyl)amino)-6,7,8,9-tetrahydro-5H-pyrimido[4,5-d]azepine-4-yl)oxy)-3,5-dimethylbenzonitrile N1(C=NC=C1)CC(=O)N1CCC2=C(CC1)C(=NC(=N2)NC2=CC=C(C=C2)C#N)OC2=C(C=C(C#N)C=C2C)C